FC=1C=C(C=CC1)[C@H](CNC(CCC1CCC(CC1)C(=O)O)(C)C)O (1R,4R)-4-(3-(((R)-2-(3-fluorophenyl)-2-hydroxyethyl)amino)-3-methylbutyl)cyclohexane-1-carboxylic acid